9-bromo-8-methoxy-1-(thiophen-2-yl)-5,6-dihydroimidazo[5,1-a]isoquinoline-3-carboxylate BrC1=C(C=C2CCN3C(C2=C1)=C(N=C3C(=O)[O-])C=3SC=CC3)OC